methyl 3-(N-(2-(azepan-1-yl)-5-(trifluoromethyl) phenyl) sulfamoyl)-4-methoxybenzoate N1(CCCCCC1)C1=C(C=C(C=C1)C(F)(F)F)NS(=O)(=O)C=1C=C(C(=O)OC)C=CC1OC